(S)-3-(4-(2,4-difluorophenoxy)-3-(6-methyl-7-oxo-6,7-dihydro-1H-pyrrolo[2,3-c]pyridin-4-yl)phenyl)-1,3-diazabicyclo[3.2.0]heptane-2,4-dione FC1=C(OC2=C(C=C(C=C2)N2C(N3CC[C@H]3C2=O)=O)C=2C3=C(C(N(C2)C)=O)NC=C3)C=CC(=C1)F